C(C)(=O)C1=CC=C(OCC(=O)O)C=C1 (4-Acetylphenoxy)acetic acid